4-[(3-dimethylaminopropyl)ethoxymethylsilyl]styrene CN(CCC[SiH](C1=CC=C(C=C)C=C1)COCC)C